1-(((5-(4-((6-(((2-(methylsulfonyl)ethyl)amino)methyl)pyridin-3-yl)ethynyl)phenyl)isoxazol-3-yl)methyl)-1H-imidazol-2-yl)ethan-1-ol CS(=O)(=O)CCNCC1=CC=C(C=N1)C#CC1=CC=C(C=C1)C1=CC(=NO1)CN1C(=NC=C1)C(C)O